C(C)[Si](N(C(C(F)(F)F)=O)C)(CC)CC N-Triethylsilyl-N-methyl-trifluoroacetamide